ClC=1C(=CC(=NC1)OC)C1=CC(=NN1)C(=O)N1CCC(CC1)C(=O)NC1=NC(=CN=C1C)C 1-[5-(5-chloro-2-methoxypyridin-4-yl)-1H-pyrazole-3-carbonyl]-N-(3,6-dimethylpyrazin-2-yl)piperidine-4-carboxamide